C1(=C(C(=CC(=C1)C)C)[B-](C1=C(C=C(C=C1C)C)C)(C1=C(C=C(C=C1C)C)C)C1=C(C=C(C=C1C)C)C)C.C(C)(C)(C)[PH+](C1=CC(=CC(=C1)OC)OC)C(C)(C)C di-(tert-butyl)(3,5-dimethoxyphenyl)phosphonium tetramesitylborate